(S)-1-((2S,4R,5R)-5-(2-Acetamido-6,8-dioxo-7-(3,3,3-trifluoropropyl)-1,6,7,8-tetrahydro-9H-purin-9-yl)-4-acetoxytetrahydrofuran-2-yl)-2,2,2-trifluoroethyl acetate C(C)(=O)O[C@H](C(F)(F)F)[C@H]1O[C@H]([C@@H](C1)OC(C)=O)N1C=2N=C(NC(C2N(C1=O)CCC(F)(F)F)=O)NC(C)=O